Decyl 1-(6-bromo-7-fluoro-3-nitroquinolin-4-yl)-3-methylcyclobutane-1-carboxylate BrC=1C=C2C(=C(C=NC2=CC1F)[N+](=O)[O-])C1(CC(C1)C)C(=O)OCCCCCCCCCC